N-(2-(2-(2-((3r,5r,7r)-adamantan-1-yl)ethoxy)ethoxy)ethyl)-5-(4-chlorophenyl)-1-(2,4-dichlorophenyl)-4-methyl-1H-pyrazole-3-carboxamide C12(CC3CC(CC(C1)C3)C2)CCOCCOCCNC(=O)C2=NN(C(=C2C)C2=CC=C(C=C2)Cl)C2=C(C=C(C=C2)Cl)Cl